CC=1C2=C(N=NC1C1=C(C=C(C=C1)C(F)(F)F)O)N(CCC2)[C@H]2CN(CCC2)C (R)-2-(4-methyl-8-(1-methylpiperidin-3-yl)-5,6,7,8-tetrahydropyrido[2,3-c]pyridazin-3-yl)-5-(trifluoromethyl)phenol